N12CCN(C(CC1)CC2)C=2C=CC1=C(S(C3=C1C=CC=C3OC)(=O)=O)C2 3-(1,4-diazabicyclo[3.2.2]nonan-4-yl)-6-methoxydibenzo[b,d]thiophene 5,5-dioxide